CC1=C(N=C(O1)C1=CC=CC=C1)C(C(O)([2H])[2H])([2H])[2H] 2-(5-methyl-2-phenyloxazol-4-yl)ethan-1,1,2,2-d4-1-ol